FC1=C(C=CC(=C1)F)[C@H](C)NC(CN1C(NC2=C(C13CC3)C=NC=C2)=O)=O N-[(1S)-1-(2,4-Difluorophenyl)ethyl]-2-{2'-oxo-1'H-spiro[cyclopropane-1,4'-pyrido[4,3-d]pyrimidin]-3'-yl}acetamide